4-(4-(4-propenoyl-2-oxopiperazin-1-yl)phenyl)-6-(1-methyl-1H-pyrazol-4-yl)pyrazolo[1,5-a]pyridine-3-carbonitrile C(C=C)(=O)N1CC(N(CC1)C1=CC=C(C=C1)C=1C=2N(C=C(C1)C=1C=NN(C1)C)N=CC2C#N)=O